NC1=C(C2=C(N(C(=N2)C2=NC=CC=C2F)C)C=C1)N1C[C@@H](C[C@H]1CO)NC(OC(C)(C)C)=O tert-butyl (3R,5S)-1-(5-amino-2-(3-fluoropyridin-2-yl)-1-methyl-1H-benzo[d]imidazol-4-yl)-5-(hydroxymethyl)pyrrolidin-3-ylcarbamate